C(=O)(OC(C)(C)C)N1CC(C1)N N-Boc-3-aminoazetidine